NC(CCC(=O)O)CO 4-Amino-5-hydroxyvaleric acid